C1(CC1)C1=C2C=CC=C(C2=CC=C1)N 5-Cyclopropylnaphthalen-1-amine